isonicotinyl-isoleucine methyl ester COC([C@@H](NCC1=CC=NC=C1)[C@@H](C)CC)=O